C(C=C)N1C(N(C2=NC(=NC=C12)N)[C@@H]1O[C@@H]([C@H]([C@H]1O)F)CO)=O 7-Allyl-2-amino-9-((2R,3S,4S,5R)-4-fluoro-3-hydroxy-5-(hydroxymethyl)tetrahydrofuran-2-yl)-7,9-dihydro-8H-purin-8-on